NC1=NC=CC(=C1Cl)OC1=C(C=C(C=C1)C1=NN(C(=C1C(=O)N)C(F)(F)F)C1=NC=CC(=C1)Cl)F (4-((2-amino-3-chloropyridin-4-yl)oxy)-3-fluorophenyl)-1-(4-chloropyridin-2-yl)-5-(trifluoromethyl)-1H-pyrazole-4-carboxamide